O.[Na].[Na].S(=O)(=O)(O)C=1C=C(C=CC1)OP(OC1=CC(=CC=C1)S(=O)(=O)O)(=O)C1=CC(=CC(=C1)C(F)(F)F)C(F)(F)F bis(3-sulfophenyl)(3,5-bis-trifluoromethylphenyl)phosphonic acid disodium monohydrate